(E)-2-cyclohexyl-5-styryl-1,3-benzenediol C1(CCCCC1)C1=C(C=C(C=C1O)\C=C\C1=CC=CC=C1)O